NC1=NC=CC(=C1F)CC=1C(=C(C(=C(C(=O)NOCC#C)C1)NC1=C(C=C(C=C1)C=C)F)F)F 5-((2-amino-3-fluoropyridin-4-yl)methyl)-3,4-difluoro-2-((2-fluoro-4-vinylphenyl)amino)-N-(prop-2-yn-1-yloxy)benzamide